O1C(=CC=C1)C1=NN2C(=NC3=C(C2=N1)C=NN3)N 2-(FURANE-2-YL)-7H-PYRAZOLO[4,3-E][1,2,4]TRIAZOLO[1,5-C]PYRIMIDINE-5-AMINE